Azetidin-3-yl(4-(3-methoxy-5-(trifluoromethyl)pyridin-2-yl)piperazine-1-yl)methanone N1CC(C1)C(=O)N1CCN(CC1)C1=NC=C(C=C1OC)C(F)(F)F